1-(4-chlorophenyl-2,3,5,6-d4)ethan-2,2,2-d3-1-ol ClC1=C(C(=C(C(=C1[2H])[2H])C(C([2H])([2H])[2H])O)[2H])[2H]